dimethylbis(indenyl)propaneN CCC(=C(C1C=CC2=CC=CC=C12)C1C=CC2=CC=CC=C12)C